IC1=NN(C2=CC=C(C=C12)OCCCNC(OCC1=CC=CC=C1)=O)C1OCCCC1 benzyl N-[3-(3-iodo-1-tetrahydropyran-2-yl-indazol-5-yl)oxypropyl]carbamate